4-amino-3-(4-phenoxyphenyl)-1-(piperidin-3-yl)-1H-imidazo[4,5-c]pyridin-2(3H)-one NC1=NC=CC2=C1N(C(N2C2CNCCC2)=O)C2=CC=C(C=C2)OC2=CC=CC=C2